C(C=CC)B([O-])[O-] Crotylboronate